OC(=O)C(F)(F)F.FC1=C(C=C(C=C1)N1CCNCC1)N1C(NC(CC1)=O)=O 1-(2-Fluoro-5-(piperazin-1-yl)phenyl)dihydropyrimidine-2,4(1H,3H)-dione TFA salt